2,2-difluoro-N-(trans-2-phenylpyrrolidin-3-yl)propanamide FC(C(=O)N[C@H]1[C@@H](NCC1)C1=CC=CC=C1)(C)F